BrC1(C=CC(O1)(C)C)C1=CC=C(C=C1)S(=O)(=O)C 5-bromo-2,2-dimethyl-5-(4-methylsulfonylphenyl)furan